C1(CC1)S(=O)(=O)N1N=CC(=C1)C1=NC=CC(=N1)NC1=NC=C(C(=C1)NC1CCC(CC1)(O)C)C1=NN(C=C1)COC (1s,4s)-4-((2-((2-(1-(Cyclopropylsulfonyl)-1H-pyrazol-4-yl)pyrimidin-4-yl)amino)-5-(1-(methoxymethyl)-1H-pyrazol-3-yl)pyridin-4-yl)amino)-1-methylcyclohexan-1-ol